methyl 2-(bromomethyl)-5-(1,1,2,2,2-pentafluoroethyl)thiophene-3-carboxylate BrCC=1SC(=CC1C(=O)OC)C(C(F)(F)F)(F)F